7-fluoro-8-[(3R)-1-prop-2-enoyl-3-piperidinyl]-1,2,3,4-tetrahydrocyclopenta-[b]Indole-5-carboxamide FC=1C(=C2C3=C(NC2=C(C1)C(=O)N)CCC3)[C@@H]3CN(CCC3)C(C=C)=O